(S)-2-((tert-butoxycarbonyl)amino)hexanoic Acid C(C)(C)(C)OC(=O)N[C@H](C(=O)O)CCCC